FC=1C=C(C=C(C1CN)F)C1=CC=CC=C1 (3,5-difluoro-[1,1'-biphenyl]-4-yl)methanamine